C(C)(C)(C)OC(=O)N1CC2(CCN3N=C(C=C32)OS(=O)(=O)C(F)(F)F)CC1 tert-butyl-2'-[(trifluoromethanesulfonyl)oxy]-5',6'-dihydrospiro[pyrrolidine-3,4'-pyrrolo[1,2-b]pyrazole]-1-carboxylate